C(C1=CC=CC=C1)OC1=C2C(=C(N(C2=CC=C1)C1=CC=C(C=C1)F)C(C(=O)O)(C)C)C1=CC=C(C=C1)C(=O)OC 2-[4-benzyloxy-1-(4-fluorophenyl)-3-(4-methoxycarbonylphenyl)indol-2-yl]-2-methyl-propionic acid